tert-butyl (3S,4S)-4-hydroxy-3-methoxypiperidine-1-carboxylate O[C@@H]1[C@H](CN(CC1)C(=O)OC(C)(C)C)OC